C(C=C)(=O)N1C[C@H](N(CC1)C1=NC(N2C3=C(C(=C(C=C13)Cl)C1=C(C=C(C=C1)F)F)SCC2)=O)CS(=O)(=O)C 7-((S)-4-acryloyl-2-((methyl-sulfonyl)methyl)piperazin-1-yl)-9-chloro-10-(2,4-difluorophenyl)-2,3-dihydro-5H-[1,4]thiazino[2,3,4-ij]quinazolin-5-one